C1(CC1)C1=C(C(=NO1)C1=C(C=CC=C1Cl)Cl)C1=CC2(C1)CCC(CC2)OC=2C=C1C=CC(=NC1=CC2)C(=O)O 6-((2-(5-cyclopropyl-3-(2,6-dichlorophenyl)isoxazol-4-yl)spiro[3.5]non-1-en-7-yl)oxy)quinoline-2-carboxylic acid